NC=1C=C(C=C(C1)C(F)(F)F)[C@@H](C)NC1=NC(=NC2=CC3=C(C=C12)OCCOCCO3)C (R)-N-(1-(3-amino-5-(trifluoromethyl)phenyl)ethyl)-2-methyl-7,8,10,11-tetrahydro-[1,4,7]trioxonino[2,3-g]quinazolin-4-amine